4-((4-(((3R,4R)-1-(2-cyanoacetyl)-4-methylpiperidin-3-yl)(methyl)amino)-7H-pyrrolo[2,3-d]pyrimidine-7-thiocarbonyl)oxy)piperidine-1-carboxylic acid tert-butyl ester C(C)(C)(C)OC(=O)N1CCC(CC1)OC(=S)N1C=CC2=C1N=CN=C2N(C)[C@H]2CN(CC[C@H]2C)C(CC#N)=O